ethyl-N-acetyl-L-cysteine C(C)N([C@@H](CS)C(=O)O)C(C)=O